3-({3-[(2S)-2-(4-chlorophenyl)-2-hydroxyethyl]-1,2,4-oxadiazol-5-yl}methyl)-5-cyclopropyl-1,2,3,4-tetrahydropyrimidine-2,4-dione ClC1=CC=C(C=C1)[C@H](CC1=NOC(=N1)CN1C(NC=C(C1=O)C1CC1)=O)O